2-(Aminomethyl)-5-(methylsulfonyl)cyclohexan-1-ol hydrochloride Cl.NCC1C(CC(CC1)S(=O)(=O)C)O